4-(6-azaspiro[2.5]octan-6-yl)pyrazolo[1,5-a]quinoxaline-7-carboxylic acid C1CC12CCN(CC2)C=2C=1N(C3=CC=C(C=C3N2)C(=O)O)N=CC1